N1(N=NC=C1)O[P](N(C)C)(N(C)C)N(C)C Triazol-1-oxytris(dimethylamino)phosphorus